ClC=1C=CC2=C([C@@H](C[C@@H](O2)C(=O)NC23CC(C2)(C3)N3N=C2C=C(C=CC2=C3)OC)O)C1 (2R,4R)-6-chloro-4-hydroxy-N-[3-(6-methoxy-2H-indazol-2-yl)bicyclo[1.1.1]pentan-1-yl]-3,4-dihydro-2H-1-benzopyran-2-carboxamide